[4,4-diethyl-1-[[2-methyl-3-[[(2R,4R)-2-(trifluoromethyl)chroman-4-yl]carbamoyl]cyclopropyl]methyl]-6-oxo-hexahydropyrimidin-2-ylidene]ammonium C(C)C1(NC(N(C(C1)=O)CC1C(C1C(N[C@@H]1C[C@@H](OC2=CC=CC=C12)C(F)(F)F)=O)C)=[NH2+])CC